tert-butyl (1S,4S)-5-(3-(2,6-bis(benzyloxy)pyridin-3-yl)-1-methyl-1H-indazol-7-yl)-2,5-diazabicyclo[2.2.1]heptane-2-carboxylate C(C1=CC=CC=C1)OC1=NC(=CC=C1C1=NN(C2=C(C=CC=C12)N1[C@@H]2CN([C@H](C1)C2)C(=O)OC(C)(C)C)C)OCC2=CC=CC=C2